4-(5-(1-methyl-1H-pyrazol-4-yl)-6-nitrothiazolo[4,5-b]pyridin-2-yl)morpholine CN1N=CC(=C1)C1=C(C=C2C(=N1)N=C(S2)N2CCOCC2)[N+](=O)[O-]